3,4-dimethylphenoxyacetic acid CC=1C=C(OCC(=O)O)C=CC1C